CC1=CC=C(C=N1)NCC1=NC=C(C=C1)C1=NOC(=N1)C(F)(F)F 6-methyl-N-({5-[5-(trifluoromethyl)-1,2,4-oxadiazol-3-yl]pyridin-2-yl}methyl)pyridin-3-amine